[1,2,4]Triazine-1,4-dioxide trifluoroacetate FC(C(=O)O)(F)F.[N+]1(=NC=[N+](C=C1)[O-])[O-]